C(C1=CC=CC=C1)[C@@H]1CCC[C@H]2[C@@H](C[C@H](NC([C@@H](NC1=O)CC(C)C)=O)C=O)C(NC2)=O (3aR,5S,8S,11S,14aS)-11-benzyl-8-isobutyl-3,7,10-trioxohexadecahydropyrrolo[3,4-g][1,4]diazacyclotridecine-5-carbaldehyde